9,9-bis(3-aminopropyl)fluorene NCCCC1(C2=CC=CC=C2C=2C=CC=CC12)CCCN